N,N'-((1,1,3,3-tetramethoxydisiloxane-1,3-diyl)bis(propane-3,1-diyl))bis(1,1,1-trimethyl-N-phenylsilanamine) CO[Si](O[Si](OC)(OC)CCCN([Si](C)(C)C)C1=CC=CC=C1)(OC)CCCN([Si](C)(C)C)C1=CC=CC=C1